(S)-tert-butyl 3-(benzyl ((R)-1-phenylethyl)amino)-3-(6-methoxypyridin-3-yl)propanoate C(C1=CC=CC=C1)N([C@@H](CC(=O)OC(C)(C)C)C=1C=NC(=CC1)OC)[C@H](C)C1=CC=CC=C1